C1(=CC=C2C=CC3=CC=CC4=CC=C1C2=C34)CCCC(=O)[O-] 1-pyrene-butyrate